3-((4-(6-(piperidin-4-yl)-3,6-diazabicyclo[3.2.1]octan-3-yl)phenyl)amino)piperidine-2,6-dione N1CCC(CC1)N1C2CN(CC(C1)C2)C2=CC=C(C=C2)NC2C(NC(CC2)=O)=O